5'-(4-fluorophenyl)-N-(4-(piperazin-1-yl)phenyl)-3'-(2,2,2-trifluoroethyl)-1H,3'H-[2,4'-biimidazole]-4-carboxamide FC1=CC=C(C=C1)C1=C(N(C=N1)CC(F)(F)F)C=1NC=C(N1)C(=O)NC1=CC=C(C=C1)N1CCNCC1